BrC1=CC=C(C=C1)C1=NC2=CC=CC=C2C(N1)=O 2-(4-bromophenyl)-quinazolin-4(3H)-one